5-Benzyl-N-(1,9-dimethyl-2-oxo-2,3,4,5-tetrahydro-1H-imidazo[1,5-a][1,3]diazepin-3-yl)-1H-1,2,4-triazol-3-carboxamid C(C1=CC=CC=C1)C1=NC(=NN1)C(=O)NC1C(N(C=2N(CC1)C=NC2C)C)=O